(5-((6-acetamidopyrimidin-4-yl)oxy)-N-(4-((4-methylpiperazin-1-yl)methyl)-3-(trifluoromethyl)phenyl)indoline-1-carboxamide) C(C)(=O)NC1=CC(=NC=N1)OC=1C=C2CCN(C2=CC1)C(=O)NC1=CC(=C(C=C1)CN1CCN(CC1)C)C(F)(F)F